1-azido-3,5-bis(trifluoromethyl)benzene N(=[N+]=[N-])C1=CC(=CC(=C1)C(F)(F)F)C(F)(F)F